2-fluoro-6-bromo-2'-methoxy-biphenyl FC1=C(C(=CC=C1)Br)C1=C(C=CC=C1)OC